COC1=CC=C2C=NN(C2=C1NS(=O)(=O)C=1C=NC(=CC1)N1C(N(CC1)C)=O)C N-(6-METHOXY-1-METHYL-1H-INDAZOL-7-YL)-6-(3-METHYL-2-OXOIMIDAZOLIDIN-1-YL)PYRIDINE-3-SULFONAMIDE